6-fluoro-1-(4-fluoro-2-methylphenyl)-3-(2-methyl-6-oxo-1,6-dihydropyridin-3-yl)-7-(trifluoromethoxy)-2,3-dihydroquinazolin-4(1H)-one FC=1C=C2C(N(CN(C2=CC1OC(F)(F)F)C1=C(C=C(C=C1)F)C)C1=C(NC(C=C1)=O)C)=O